methyl (E)-(3-(4-(allyloxy)-3-methoxyphenyl) acryloyl)-L-alaninate C(C=C)OC1=C(C=C(C=C1)/C=C/C(=O)N[C@@H](C)C(=O)OC)OC